methyl {(6S)-4-[4'-(2-t-butoxy-2-oxoethoxy)-3'-cyano[1,1'-biphenyl]-4-yl]-2,3,9-trimethyl-6H-thieno[3,2-f][1,2,4]triazolo[4,3-a][1,4]diazepin-6-yl}acetate C(C)(C)(C)OC(COC1=C(C=C(C=C1)C1=CC=C(C=C1)C1=N[C@H](C=2N(C3=C1C(=C(S3)C)C)C(=NN2)C)CC(=O)OC)C#N)=O